N-(4-benzylsulfanyl-2-fluoro-phenyl)-4-chloro-5-(trifluoromethyl)pyrimidin-2-amine C(C1=CC=CC=C1)SC1=CC(=C(C=C1)NC1=NC=C(C(=N1)Cl)C(F)(F)F)F